3-(((4,4-bis(((Z)-oct-3-en-1-yl)oxy)butanoyl)oxy)methyl)-5-((((2-(pyrrolidin-1-yl)ethyl)carbamoyl)oxy)methyl)benzyl (9Z,12Z)-octadeca-9,12-dienoate C(CCCCCCC\C=C/C\C=C/CCCCC)(=O)OCC1=CC(=CC(=C1)COC(NCCN1CCCC1)=O)COC(CCC(OCC\C=C/CCCC)OCC\C=C/CCCC)=O